ClC1=CC=C(C=C1)C1CCC=2SC(=C(C21)C(=O)N)NC(=O)C2CCCCC2 (4-chlorophenyl)-2-(cyclohexanecarbonylamino)-5,6-dihydro-4H-cyclopenta[b]thiophene-3-carboxamide